6-(2,4-difluoro-3-methyl-phenyl)-1-(2-pyridylmethyl)-3H-imidazo[4,5-b]pyridin-2-one FC1=C(C=CC(=C1C)F)C=1C=C2C(=NC1)NC(N2CC2=NC=CC=C2)=O